Cl.Cl.CO methanol dihydrochloride